NC1=CC=C(C2=C1OCO2)N2CC(CC2)CO (1-(7-aminobenzo[d][1,3]Dioxolane-4-yl)pyrrolidin-3-yl)methanol